N(=[N+]=[N-])[C@H]1[C@H](OCC2=CC=CC=C2)O[C@@H]([C@@H]1OCC1=CC=CC=C1)[C@@H](COCC1=CC=CC=C1)N=[N+]=[N-] Benzyl 2,5-di-azido-3,6-di-O-benzyl-2,5-di-deoxy-β-D-glucofuranoside